O[C@H]1C[C@H](NC1)C(=O)N1C(C=C[C@@H]1C)=O (S)-1-((2S,4S)-4-hydroxypyrrolidine-2-carbonyl)-5-methyl-1,5-dihydro-2H-pyrrol-2-one